[α-[1-(9H-fluoren-9-yl)-methoxyformamido]-2,4-dimethoxybenzyl]-phenoxyacetic acid C1=CC=CC=2C3=CC=CC=C3C(C12)COC(=O)NC(C1=C(C=C(C=C1)OC)OC)C(C(=O)O)OC1=CC=CC=C1